N-[6-(2,5-dioxo-2,5-dihydro-1H-pyrrol-1-yl)hexanoyl]-L-valyl-N5-carbamoyl-N-{4-[({methyl[2-(methylamino)ethyl]carbamoyl}oxy)methyl]phenyl}-L-ornithinamide O=C1N(C(C=C1)=O)CCCCCC(=O)N[C@@H](C(C)C)C(=O)N[C@@H](CCCNC(N)=O)C(=O)NC1=CC=C(C=C1)COC(N(CCNC)C)=O